N-(6-(1-cyanocyclopropyl)thiazolo[4,5-b]pyrazin-2-yl)-4-(2-methoxyphenyl)-6-methylnicotinamide C(#N)C1(CC1)C=1N=C2C(=NC1)N=C(S2)NC(C2=CN=C(C=C2C2=C(C=CC=C2)OC)C)=O